BrCC1=C(C(=O)NC2=C(C=C(C=C2)F)F)C=CC=C1OC 2-(bromomethyl)-N-(2,4-difluorophenyl)-3-methoxybenzamide